4-[4-(4'-Propyl-biphenyl-2-yl)-but-3-en-1-ynyl]benzoic acid C(CC)C1=CC=C(C=C1)C1=C(C=CC=C1)C=CC#CC1=CC=C(C(=O)O)C=C1